2-hydroxy-4-n-propoxy-4'-isopropoxybenzophenone OC1=C(C(=O)C2=CC=C(C=C2)OC(C)C)C=CC(=C1)OCCC